6-((3,3'-Di-tert-butyl-2'-((4,6-di-tert-butylbenzo[d][1,3,2]dioxaphosphol-2-yl)oxy)-5,5'-dimethoxy-[1,1'-biphenyl]-2-yl)oxy)-6H-dibenzo[c,e][1,2]oxaphosphinin C(C)(C)(C)C=1C(=C(C=C(C1)OC)C1=C(C(=CC(=C1)OC)C(C)(C)C)OP1OC2=C(O1)C=C(C=C2C(C)(C)C)C(C)(C)C)OP2OC1=C(C3=C2C=CC=C3)C=CC=C1